O1C(=NN=C1)C=1N=C2N(C=3N=C(C=C(C3C=C2)C(C(F)(F)F)(F)F)C2CN(CC2)C(=O)OC(C)(C)C)C1 tert-butyl 3-(8-(1,3,4-oxadiazol-2-yl)-4-(perfluoroethyl)imidazo[1,2-a][1,8]naphthyridin-2-yl)pyrrolidine-1-carboxylate